COC1=CC=C(C=C1)C1=NN(C(C=C1)=O)CC(=O)NC1=NC(=CC=C1)C 2-(3-(4-methoxyphenyl)-6-oxopyridazin-1(6H)-yl)-N-(6-methylpyridin-2-yl)acetamide